phenyl-bis(2,4,6-trimethylbenzoyl)phosphorus oxide lithium salt [Li].C1(=CC=CC=C1)P(C(C1=C(C=C(C=C1C)C)C)=O)(C(C1=C(C=C(C=C1C)C)C)=O)=O